FC1=CC=C(CON=C)C=C1 formaldehyde O-(4-fluorobenzyl) oxime